mono(α-butylbenzyl) phenyl ether C1(=CC=CC=C1)OC(C1=CC=CC=C1)CCCC